N-(4-(4-(4-Aminoimidazo[2,1-f][1,2,4]triazin-7-yl)-1H-pyrazol-1-yl)-5-Methylpyridin-2-yl)-3-(trifluoromethyl)benzamide NC1=NC=NN2C1=NC=C2C=2C=NN(C2)C2=CC(=NC=C2C)NC(C2=CC(=CC=C2)C(F)(F)F)=O